FC=1C(=NC(=NC1)N[C@@H]1C[C@H]2CO[C@@H]([C@H]1O)O2)C2=CC=C1C(C(=C(N(C1=C2)C(C)C)CNC)C)=O 7-(5-fluoro-2-(((1S,3R,4S,5R)-4-hydroxy-6,8-dioxabicyclo[3.2.1]octan-3-yl)amino)pyrimidin-4-yl)-1-isopropyl-3-methyl-2-((methylamino)methyl)quinolin-4(1H)-one